7-(trifluoromethyl)[1,3]-oxazolo[4,5-b][1,5]benzoxazepin-10(9H)-one FC(C=1C=CC2=C(NC(C3=C(O2)N=CO3)=O)C1)(F)F